(R)-N,N-bis(4-methoxybenzyl)-3-(1-(methylamino)ethyl)pyridin-2-amine COC1=CC=C(CN(C2=NC=CC=C2[C@@H](C)NC)CC2=CC=C(C=C2)OC)C=C1